(R)-(4-Fluorophenyl)(8-methyl-3-(3-methyl-1,2,4-thiadiazol-5-yl)-1-(2-methylpyridine-4-yl)-5,6-dihydroimidazo[1,5-a]pyrazin-7(8H)-yl)methanone FC1=CC=C(C=C1)C(=O)N1[C@@H](C=2N(CC1)C(=NC2C2=CC(=NC=C2)C)C2=NC(=NS2)C)C